O=C1NC2(CCC2)C(N[C@H]1CCCCNC(OCC1C2=CC=CC=C2C=2C=CC=CC12)=O)=O (S)-(9H-fluoren-9-yl)methyl (4-(6,9-dioxo-5,8-diazaspiro[3.5]nonan-7-yl)butyl)carbamate